sodium 2-(3-((5-cyclopropyl-3-(2-(trifluoromethoxy) phenyl) isoxazol-4-yl) methoxy)-8-azabicyclo[3.2.1]octan-8-yl)-4-fluorobenzo[d]thiazol-6-sulfinate C1(CC1)C1=C(C(=NO1)C1=C(C=CC=C1)OC(F)(F)F)COC1CC2CCC(C1)N2C=2SC1=C(N2)C(=CC(=C1)S(=O)[O-])F.[Na+]